1-{5-[(2,6-dichlorophenyl)methoxy]pyrimidin-2-yl}-1,2,4-triazole-3-carbonitrile ClC1=C(C(=CC=C1)Cl)COC=1C=NC(=NC1)N1N=C(N=C1)C#N